N[C@@H](C(C1CC1)C1CC1)C=1OC2=C(N1)C=CC=C2 2-((S)-1-Amino-2,2-dicyclopropylethyl)benzo[d]oxazol